CC1OC(CN(C1)[SiH2]CC[SiH2]N1CC(OC(C1)C)C)C 1,4-bis(2,6-dimethylmorpholino)-1,4-disilabutane